CC(COCCO)=C ethylene glycol mono(2-methyl-2-propenyl) ether